(triphenylphosphine) palladium Potassium [K].[Pd].C1(=CC=CC=C1)P(C1=CC=CC=C1)C1=CC=CC=C1